OC=1C=C(C2=CC=CC=C2C1)C1=CC=C2C(=NC(=NC2=C1)OC[C@H]1N(CCC1)C)N1[C@H]2CN(C[C@@H]1CC2)CC(=O)N2CCN(CC2)C 2-((1R,5S)-8-(7-(3-hydroxynaphthalen-1-yl)-2-(((S)-1-methylpyrrolidin-2-yl)methoxy)quinazolin-4-yl)-3,8-diazabicyclo[3.2.1]octan-3-yl)-1-(4-methylpiperazin-1-yl)ethan-1-one